(azetidin-3-yl)-2-oxo-1-[cis-4-[(3-methoxy-4-methylphenyl)carbamoyl]cyclohexyl]-2,3-dihydro-1H-1,3-benzodiazole-4-carboxamide N1CC(C1)N1C(N(C2=C1C(=CC=C2)C(=O)N)[C@@H]2CC[C@@H](CC2)C(NC2=CC(=C(C=C2)C)OC)=O)=O